vanadium fluorophosphate carbon [C+4].P(=O)([O-])([O-])F.[V+5]